C(C1=CC=CC=C1)OC(=O)N[C@@H]1[C@H](N(CC1)C(=O)OC(C)(C)C)CC#N tert-butyl (2R,3S)-3-(benzyloxycarbonylamino)-2-(cyanomethyl)pyrrolidine-1-carboxylate